(+/-)-6-{[trans,trans-4-(4-methoxyphenyl)-6-methylpiperidin-3-yl]methoxy}isoindolin-1-one tert-Butyl-4-((tosyloxy)methyl)piperidine-1-carboxylate C(C)(C)(C)OC(=O)N1CCC(CC1)COS(=O)(=O)C1=CC=C(C)C=C1.COC1=CC=C(C=C1)C1C(CNC(C1)C)COC1=CC=C2CNC(C2=C1)=O